Ammonium salicylat C(C=1C(O)=CC=CC1)(=O)[O-].[NH4+]